5-(3-fluorophenyl)-7-(methoxymethyl)pyrazolo[1,5-a]Pyrimidine-3-carboxylic acid FC=1C=C(C=CC1)C1=NC=2N(C(=C1)COC)N=CC2C(=O)O